C(C)(=O)C1=C2CC3(CCC4=CC=CC=C34)N(C(C2=CC(=C1)C)=O)C 5-Acetyl-2,7-dimethyl-spiro[4H-isoquinoline-3,1'-indane]-1-one